COC1=C(C(=CC=C1)OC)N1C(=NC=2C1=NC(=CN2)C(S(=O)(=O)N)C2=NC=C(C=C2)C)C2=NC(=CC=C2)OCC (1-(2,6-Dimethoxyphenyl)-2-(6-ethoxypyridin-2-yl)-1H-imidazo[4,5-b]pyrazin-6-yl)-1-(5-methylpyridin-2-yl)methanesulfonamide